1-naphthyldimethylbenzylphosphonium C1(=CC=CC2=CC=CC=C12)[P+](CC1=CC=CC=C1)(C)C